ClC1=CC(=NC2=CC(=C(C=C12)OC)OCCCN1CCCC1)C#N 4-chloro-6-methoxy-7-(3-(pyrrolidin-1-yl)propoxy)quinoline-2-carbonitrile